1-(2-bromopyridin-4-yl)-3-(3-((trifluoromethyl)sulfanyl)phenyl)urea BrC1=NC=CC(=C1)NC(=O)NC1=CC(=CC=C1)SC(F)(F)F